(3R)-N-{6,7-dimethoxy-1H,2H,3H-cyclopenta[b]quinolin-9-yl}-1-(2-methoxyethyl)piperidin-3-amine COC=1C(=CC=2C(=C3C(=NC2C1)CCC3)N[C@H]3CN(CCC3)CCOC)OC